4-([1,2,4]triazolo[4,3-c]pyrimidin-7-yloxy)-3-chloroaniline N=1N=CN2C=NC(=CC21)OC2=C(C=C(N)C=C2)Cl